N-(6-oxo-5,6-dihydrophenanthridin-2-yl)-(N,N-dimethylamino)acetamide hydrochloride Cl.O=C1NC=2C=CC(=CC2C2=CC=CC=C12)NC(CN(C)C)=O